1-Methyl-1H-[1,2,3]triazole-4-carboxylic acid (4-methoxy-7-morpholin-4-yl-thiazolo[4,5-c]pyridin-2-yl)-amide COC1=NC=C(C2=C1N=C(S2)NC(=O)C=2N=NN(C2)C)N2CCOCC2